2-(2-fluoro-3-methyl-4-((1-methyl-1H-imidazol-4-yl)carbamoyl)phenyl)-7-(piperazin-1-yl)-9,10-dihydro-4H-benzo[d]pyrazolo[1,5-a][1,3]diazepine-3-carboxamide FC1=C(C=CC(=C1C)C(NC=1N=CN(C1)C)=O)C1=NN2C(NC3=C(CC2)C=C(C=C3)N3CCNCC3)=C1C(=O)N